CN1C(N(C(NC1=O)=O)C1=CC(=C(C=C1)OC1=CC=C(C=C1)S(=O)(=O)C(F)(F)F)C)=O 1-methyl-3-[3-methyl-4-(4-trifluoromethanesulfonylphenoxy)phenyl]-1,3,5-triazinan-2,4,6-trione